1-(6-(3-methyl-4-(5-methyl-1H-indazol-4-yl)-2-quinolinyl)-2,6-diazaspiro[3.4]octan-2-yl)-2-propen-1-one CC=1C(=NC2=CC=CC=C2C1C1=C2C=NNC2=CC=C1C)N1CC2(CN(C2)C(C=C)=O)CC1